C1(CC1)C=1C=CC(=NC1)OCC1=CC=C(C=N1)C=1OC(=NN1)C(F)F 2-[6-[(5-cyclopropyl-2-pyridyl)oxymethyl]-3-pyridyl]-5-(difluoromethyl)-1,3,4-oxadiazole